C1=CC=C2C(=C1)C(=CN2)C3=C(NC(=C3)C4=CNC5=C4C=C(C=C5)[O-])C(=O)O The molecule is a monocarboxylic acid anion that is the conjugate base of protoviolaceinic acid, resulting from the removal of the proton from the carboxy group. Major structure at pH 7.3. It is a conjugate base of a protoviolaceinic acid.